C(C1=CC=CC=C1)OP(=O)(OCC1=CC=CC=C1)OCC([C@H](C(=O)NCCC(=O)NCCSC(C(=O)OC)CC(=O)OC)O)(C)C Dimethyl 2-((2-(3-((R)-4-((bis(benzyloxy)phosphoryl)oxy)-2-hydroxy-3,3-dimethylbutanamido)propanamido)ethyl)thio)succinate